4-(2-(4-Difluoromethoxyphenyl)propan-2-yl)aniline FC(OC1=CC=C(C=C1)C(C)(C)C1=CC=C(N)C=C1)F